{4-[(6,7-dimethoxycinnolin-4-yl)oxy]phenyl}(imino)methyl-λ6-sulfanone COC=1C=C2C(=CN=NC2=CC1OC)OC1=CC=C(C=C1)[SH2](=O)C=N